C(C)OC(=O)C=1C(C=C2N([C@@H](CC=3C=C(C(=NC23)Cl)OCCCOC)C(C)(C)C)C1C)=O (S)-6-(tert-butyl)-2-chloro-3-(3-methoxypropoxy)-8-methyl-10-oxo-5,10-dihydro-6H-pyrido[1,2-H][1,7]naphthyridine-9-carboxylic acid ethyl ester